N-(2-((R)-3-(dimethylamino)pyrrolidine-1-yl)-4-methoxy-5-((6-((R)-3-(3-methoxyphenyl)isoxazolidine-2-yl)pyrimidine-4-yl)amino)phenyl)acrylamide zinc-gallium oxygen [O].[Ga].[Zn].CN([C@H]1CN(CC1)C1=C(C=C(C(=C1)OC)NC1=NC=NC(=C1)N1OCC[C@@H]1C1=CC(=CC=C1)OC)NC(C=C)=O)C